C(C)N(CC(=O)O)C1=C(C=CC=C1)S ethyl-(2-mercaptophenyl)glycine